C(=O)(O)CCC(=O)NC1=CC=CC2=[N+](C3=CC=CC=C3N=C12)CC 1-(3-carboxy-propionylamino)-5-ethyl-phenazin-5-ium